C1(=CC=CC=C1)[SiH](OCC1=C(C(=C(C=C1)OC)C)[N+](=O)[O-])C1=CC=CC=C1 diphenyl(3-methyl-4-methoxy-2-nitrobenzyloxy)-silane